CN[C@@H](CC(C)C)C(=O)N[C@H](CC(=O)[O-])C(=O)[O-] methyl-L-leucyl-D-aspartate